2-((3-(2-(4-chloro-2-fluorophenyl)-2-methylbenzo[d][1,3]dioxan-4-yl)-1H-pyrrol-1-yl)methyl)-1-(((S)-oxetan-2-yl)methyl)-1H-benzo[d]imidazole-6-carboxylic acid ClC1=CC(=C(C=C1)C1(OC(C2=C(O1)C=CC=C2)C2=CN(C=C2)CC2=NC1=C(N2C[C@H]2OCC2)C=C(C=C1)C(=O)O)C)F